N2-cyclopropyl-N2,6-dimethyl-N4-(3-phenylpropyl)thieno[2,3-d]pyrimidine-2,4-diamine C1(CC1)N(C=1N=C(C2=C(N1)SC(=C2)C)NCCCC2=CC=CC=C2)C